OC(CN(CC(CCCCCCCCCC)O)CCCCCCO)CCCCCCCCCC 1-[(2-hydroxydodecyl)(6-hydroxyhexyl)amino]dodecan-2-ol